(E)-1-[2-(Cyclohexylmethoxy)-6-hydroxyphenyl]-3-[4-(hydroxymethyl)phenyl]prop-2-en-1-one C1(CCCCC1)COC1=C(C(=CC=C1)O)C(\C=C\C1=CC=C(C=C1)CO)=O